[Cl-].[Cl-].[Ti+3].C[Si](=C1C(CCCCCCCCCC1)[N-]C1(C(=C(C(=C1)C)C)C)C)C Dimethylsilanediyl-(tetramethylcyclopentadienyl)(cyclododecylamide) titanium dichloride